C1(=CC=CC=C1)[C@H]1[C@@H](C1)CN1C(NC2=C1C=CC=C2)=O 1-{[(1R,2R)-2-phenylcyclopropyl]methyl}-1,3-dihydro-2H-benzimidazol-2-one